3,7-di(azetidin-1-yl)-4',5',6',7'-tetrafluoro-5,5-dimethyl-3'H,5H-spiro[dibenzo[b,e]siline-10,1'-isobenzofuran]-3'-one N1(CCC1)C=1C=CC2=C([Si](C3=C(C=CC(=C3)N3CCC3)C23OC(C2=C(C(=C(C(=C32)F)F)F)F)=O)(C)C)C1